(2R,3S)-2-(3-(6-(2-fluorophenyl)-1H-benzo[d]imidazol-1-yl)propyl)piperidin-3-ol dihydrochloride Cl.Cl.FC1=C(C=CC=C1)C=1C=CC2=C(N(C=N2)CCC[C@H]2NCCC[C@@H]2O)C1